Cl.Cl.C1=C(C=CC=2C3=CC=C(C=C3CC12)N)N 9H-fluorene-2,7-diamine dihydrochloride